1-[4-[4-(3,4-dichloro-2-fluorophenylamino)-7-methylquinazolin-6-yl]oxypiperidin-1-yl]-2-propen-1-one ClC=1C(=C(C=CC1Cl)NC1=NC=NC2=CC(=C(C=C12)OC1CCN(CC1)C(C=C)=O)C)F